(2S,3S,4S)-3-fluoro-5-(methoxyimino)pentane-1,4-diyl dibenzoate C(C1=CC=CC=C1)(=O)OCC[C@@H]([C@H](C=NOC)OC(C1=CC=CC=C1)=O)F